N1C(=CC2=CC=CC=C12)CC=1NC(=NN1)[C@H]1N([C@@H]2CC[C@H]1C2)C(=O)NCC=2C=NC1=CC=CC=C1C2 (1R,3S,4S)-3-(5-((1H-indol-2-yl)methyl)-4H-1,2,4-triazol-3-yl)-N-(quinolin-3-ylmethyl)-2-azabicyclo[2.2.1]heptane-2-carboxamide